(S)-1-(1-((E)-3-(4'-((trans)-2-aminocyclopropoxy)-[1,1'-biphenyl]-4-yl)allyl)-1H-imidazol-2-yl)ethan-1-ol N[C@H]1[C@@H](C1)OC1=CC=C(C=C1)C1=CC=C(C=C1)/C=C/CN1C(=NC=C1)[C@H](C)O